O=C1NC(CCC1N1C(C2=CC=C(C=C2C1=O)C1(CCN(CC1)CC=1N=C(OC1)C1=NC=CC=C1)O)=O)=O 2-(2,6-dioxopiperidin-3-yl)-5-(4-hydroxy-1-((2-(pyridin-2-yl)oxazol-4-yl)methyl)piperidin-4-yl)isoindoline-1,3-dione